ClC1=NC(=C(C=C1C#N)OC)N1CC(CCC1)N1C(N(CC1)C)=O 2-chloro-5-methoxy-6-(3-(3-methyl-2-oxoimidazolin-1-yl)piperidin-1-yl)-3-cyanopyridine